OCC1CCC(N(C1)C(C(=O)NC=1C=NC=C(C(=O)N)C1)=O)C1=CC=CC=C1 5-(2-(5-(hydroxymethyl)-2-phenylpiperidin-1-yl)-2-oxoacetamido)nicotinamide